6''-methyl-2H,2''H-[1,2':4',1''-terpyridine]-2,2''-dione CC1=CC=CC(N1C1=CC(=NC=C1)N1C(C=CC=C1)=O)=O